3-(4-butylphenyl)benzene C(CCC)C1=CC=C(C=C1)C=1C=CC=CC1